C(CCCCCCCCCCCCCCCC)C=1[NH+]=CNC1CCCCCCCCCCCCCCCCC 4,5-diheptadecylimidazolium